C(OCCCCC)(OC1=CC=CC=C1)=O butylmethyl phenyl carbonate